C(C)(=O)N1CCC(CC1)NC(=O)C1=NC(=CN=C1)N1C=NC=C1 N-(1-acetylpiperidin-4-yl)-6-(1H-imidazol-1-yl)pyrazine-2-carboxamide